2-methyl-5-(4-(trifluoromethyl)phenyl)-6,6a,7,8,9,10-hexahydro-5H-dipyrido[1,2-a:3',2'-e]pyrazine-8-carboxylic acid CC=1C=CC=2N(CC3N(C2N1)CCC(C3)C(=O)O)C3=CC=C(C=C3)C(F)(F)F